N1=C(N=CC=C1)C(=O)OC methyl pyrimidincarboxylate